CC1=NOC(=C1C=1C=C(C=CC1)[C@H](CC(=O)OCC)NC(=O)NC=1C(N(C=CC1O)C)=O)C Ethyl (S)-3-(3-(3,5-Dimethylisoxazol-4-yl)phenyl)-3-(3-(4-hydroxy-1-methyl-2-oxo-1,2-dihydropyridin-3-yl)ureido)propanoat